COC(CNC(C1=C(C=CC(=C1)I)NC(=O)OC(C)(C)C)=O)=O.COC1=C(CNC2=NC3=CC(=C(C=C3C(=N2)N[C@@](CNC(C)=O)(CCCC)C)F)F)C=CC(=C1)OC (R)-N-(2-((2-((2,4-dimethoxybenzyl)amino)-6,7-difluoroquinazolin-4-yl)amino)-2-methylhexyl)acetamide Methyl-2-(2-(tert-butoxycarbonylamino)-5-iodobenzamido)acetate